N-cyclohexyl-3,5-bis-(cyclohexanecarbonylamino)-benzamide C1(CCCCC1)NC(C1=CC(=CC(=C1)NC(=O)C1CCCCC1)NC(=O)C1CCCCC1)=O